3-Methylbenzyl cyanide CC=1C=C(CC#N)C=CC1